C(C)C=1C(=C(C(N(C1C)C1=CC=C(C=C1)F)=O)C(=O)N)C 5-ethyl-1-(4-fluorophenyl)-4,6-dimethyl-2-oxopyridine-3-carboxamide